ClC1=C(C(=CC=2C(=CCCC12)C=1C=C2C(=NC1)NC(O2)=O)C#N)OCCCl 4-chloro-3-(2-chloroethoxy)-8-(2-oxo-2,3-dihydrooxazolo[4,5-b]pyridin-6-yl)-5,6-dihydronaphthalene-2-carbonitrile